tert-butyl 4-[4-({[2-chloro-4-(trifluoromethyl)phenyl]carbamoyl}methyl)-2-(dimethylamino)-5-ethyl-7-oxo-[1,2,4]triazolo[1,5-a]pyrimidin-6-yl]piperazine-1-carboxylate ClC1=C(C=CC(=C1)C(F)(F)F)NC(=O)CN1C=2N(C(C(=C1CC)N1CCN(CC1)C(=O)OC(C)(C)C)=O)N=C(N2)N(C)C